(2-formyl-6-methoxypyridin-3-yl)-carbamic acid tert-butyl ester C(C)(C)(C)OC(NC=1C(=NC(=CC1)OC)C=O)=O